N12CCCN=C2NCCC1.O=C1C2=CC=CC=C2OC=2C=CC(=CC12)C(C(=O)O)C 2-(9-Oxoxanthen-2-yl)propionic acid-1,5,7-triazabicyclo[4.4.0]dec-5-ene salt